COC(=O)C1=CC(=C(C=C1)C1=C(C=CC(=C1)OC)F)OC1OCCCC1 2'-fluoro-5'-methoxy-2-(tetrahydro-pyran-2-yloxy)-biphenyl-4-carboxylic acid methyl ester